C(C)(C)(C)OC(=O)N1CCC2([C@@H](C(CO2)(C)C)N[S@](=O)C(C)(C)C)CC1.C(#N)CC(=O)NC(C(=O)NC1=CC=C(C=C1)[Si](C)(C)C)C1=CC=C(C=C1)OC 2-((cyanoacetyl)amino)-2-(4-methoxyphenyl)-N-(4-(trimethylsilyl)phenyl)acetamide tert-butyl-(R)-4-(((R)-tert-butylsulfinyl)amino)-3,3-dimethyl-1-oxa-8-azaspiro[4.5]decane-8-carboxylate